BrC=1C(=NN2C1CO[C@@H](C2)C)C2=CC=C(C=C2)F (R)-3-Bromo-2-(4-fluorophenyl)-6-methyl-6,7-dihydro-4H-pyrazolo[5,1-c][1,4]oxazine